(R)-N-(4-(4-(3-aminopyrrolidine-1-carbonyl)piperidine-1-carbonyl)-3-chlorophenyl)-5-(4-(cyanomethoxy)-2,3-difluorophenyl)-1-methyl-1H-imidazole-2-carboxamide formate C(=O)O.N[C@H]1CN(CC1)C(=O)C1CCN(CC1)C(=O)C1=C(C=C(C=C1)NC(=O)C=1N(C(=CN1)C1=C(C(=C(C=C1)OCC#N)F)F)C)Cl